aluminum(III) diisopropoxide ethylacetoacetate C(C)OC(CC(=O)C)=O.CC([O-])C.CC([O-])C.[Al+3]